2,6-dihexyloxymethyl-4-pyrone C(CCCCC)OCC=1OC(=CC(C1)=O)COCCCCCC